ClC=1C=C(C(=C(C1)CNS(=O)C(C)(C)C)SC1=C(C=CC=C1)CO)C N-[[5-chloro-2-[2-(hydroxymethyl)phenyl]sulfanyl-3-methyl-phenyl]methyl]-2-methyl-propane-2-sulfinamide